CC1=C(C=CC=C1)C=CC(=O)N 3-(2-methylphenyl)acrylamide